N-(4-chlorophenyl)-3-hydroxy-4-[(2-methyl-5-nitrophenyl)azo]-2-naphthamide ClC1=CC=C(C=C1)NC(=O)C1=CC2=CC=CC=C2C(=C1O)N=NC1=C(C=CC(=C1)[N+](=O)[O-])C